(5s,7s)-2-[cyclopropyl-(dideutero)methyl]-7-fluoro-5-phenyl-6,7-dihydro-5H-pyrrolo[1,2-b][1,2,4]triazole C1(CC1)C(C=1N=C2N(N1)[C@@H](C[C@@H]2F)C2=CC=CC=C2)([2H])[2H]